ethylidenebicyclo(2.2.1)hept-2-ene C(C)=C1C2C=CC(C1)C2